2-(1-(4-((4-(4-fluoropiperidin-1-yl)phenyl)amino)-5-oxo-5,6-dihydropyrimido[4,5-d]pyridazin-2-yl)piperidin-4-yl)acetonitrile FC1CCN(CC1)C1=CC=C(C=C1)NC1=NC(=NC=2C=NNC(C21)=O)N2CCC(CC2)CC#N